ClC1=CC=C(N=N1)N1CCCC2CCN(CC12)C(=O)OC(C)(C)C tert-butyl 1-(6-chloropyridazin-3-yl)-2,3,4,4a,5,6,8,8a-octahydro-1,7-naphthyridine-7-carboxylate